C(C(=C)C)(=O)OCC(C(F)(F)F)(F)F 2,2,3,3,3-pentafluoropropyl methacrylate